CC1=C(C=C(C(=C1)C1=NC2=C(C=C(N=C2C=C1)C(F)(F)F)C)C)N1C(C=2N(CC1)N=CC2C)=O 5-(2,5-Dimethyl-4-(8-methyl-6-(trifluoromethyl)-1,5-naphthyridin-2-yl)phenyl)-3-methyl-6,7-dihydropyrazolo[1,5-a]pyrazin-4(5H)-on